CSC1=NC(=CC(=C1)C(C(C1=C(C(=CC=C1)C)F)C=1C(=NC2=CC=C(C=C2C1)Br)OC)(CCN(C)C)O)SC 2-(2,6-bis(methylthio)pyridin-4-yl)-1-(6-bromo-2-methoxyquinolin-3-yl)-4-(dimethylamino)-1-(2-fluoro-3-methylphenyl)butan-2-ol